1,3,5-triglycidylbenzene C(C1CO1)C1=CC(=CC(=C1)CC1CO1)CC1CO1